C(#N)C=1C=NN2C1C(=CC(=C2)C=2C=NN(C2C)[C@@H]2CN(CCC2)C(=O)OC(C)(C)C)OC tert-Butyl (3S)-3-(4-[3-cyano-4-methoxypyrazolo[1,5-a]pyridin-6-yl]-5-methylpyrazol-1-yl)piperidine-1-carboxylate